C(C)OC=1N=C(OC1)C=1C=C(C=CC1)NCC12COC(CC1)(CC2)C2=CC=C(C=C2)C(C#N)(C)C 2-(4-(4-(((3-(4-ethoxyoxazol-2-yl)phenyl)amino)methyl)-2-oxabicyclo[2.2.2]octan-1-yl)phenyl)-2-methyl-propanenitrile